[C@@H]12CCC[C@H]2C1 (1R,5s)-bicyclo[3.1.0]Hexane